1,10-diaza-4,7,13,16,21,24-hexaoxabicyclo[8.8.8]hexacosane N12CCOCCOCCN(CCOCCOCC1)CCOCCOCC2